NC(=O)C1=CC(=CC2=CN(N=C12)C1C[NH2+]CCC1)F 3-[7-(aminocarbonyl)-5-fluoro-2H-indazole-2-yl]piperidinium